[Cl-].C(C=C)N1C=[N+](C=C1)CC 1-allyl-3-ethylimidazolium chloride salt